1-[bis(phenylmethyl)amino]-3-[(2-butyl)oxyl]-2-propanol C1(=CC=CC=C1)CN(CC(COC(C)CC)O)CC1=CC=CC=C1